8-(1-methyl-1H-indol-5-yl)-N-[4-(1-methyl-1H-pyrazol-4-yl)pyridin-3-yl]quinoxalin-6-amine CN1C=CC2=CC(=CC=C12)C=1C=C(C=C2N=CC=NC12)NC=1C=NC=CC1C=1C=NN(C1)C